BrC=1C=CC=2N(C3=CC=C(C=C3C2C1)Br)CCCCP(OCC)(OCC)=O Diethyl [4-(3,6-dibromo-9H-carbazol-9-yl)butyl]phosphonate